NC=1C(=NC=CC1)NC1CCN(CC1)C(=O)OC(C)(C)C tert-Butyl 4-((3-aminopyridin-2-yl)amino)piperidine-1-carboxylate